(S)-N-(4-(3-aminopyrrolidin-1-yl)-1,6-dimethyl-1H-benzo[d]imidazol-5-yl)-1-(2,6-dichlorophenyl)-6-oxo-1,6-dihydropyridazine-3-carboxamide N[C@@H]1CN(CC1)C1=C(C(=CC=2N(C=NC21)C)C)NC(=O)C2=NN(C(C=C2)=O)C2=C(C=CC=C2Cl)Cl